Z-Fructose OCC(=O)[C@@H](O)[C@H](O)[C@H](O)CO